[Cl-].CO[Si](CCC[N+](C)(CCCCCCCCCCCC)CCCCCCCCCCCC)(OC)OC 3-(trimethoxysilyl)propyldi-n-dodecylmethyl-ammonium chloride